N1(C=NC2=C1C=CC=C2)C2=CC=C(C=C2)NC(=O)N2N=C(C=C2)C(C)(C)C 3-tert-butyl-pyrazole-1-carboxylic acid (4-benzimidazol-1-yl-phenyl)-amide